BrC1=C(C=CC(=C1)C(CC)(C)C)O 2-bromo-4-(1,1-dimethylpropyl)phenol